F[C@@H]1C[C@@]2(CCCN2C1)COC=1N=C(C2=C(N1)CC1(OC2)CC[C@@H](C2=CC=C(C=C21)N)C)N2CCOCCC2 (4S)-2'-(((2R,7aS)-2-fluorotetrahydro-1H-pyrrolizin-7a(5H)-yl)methoxy)-4-methyl-4'-(1,4-oxazepan-4-yl)-3,4,5',8'-tetrahydro-2H-spiro[naphthalene-1,7'-pyrano[4,3-d]pyrimidin]-7-amine